C(C=C)(=O)NC([C@@H](N)CCC(=O)N)=O N-acryloyl-glutamamide